7-((6-(4-(Dimethylamino)piperidin-1-yl)-5-methylpyridin-3-yl)methyl)-N2-(heptan-4-yl)imidazo-[2,1-f][1,2,4]triazin-2,4-diamin CN(C1CCN(CC1)C1=C(C=C(C=N1)CC1=CN=C2C(=NC(=NN21)NC(CCC)CCC)N)C)C